ethyl 2-(6-bromo-1-cyano-2,3-dihydro-1H-indene-1-yl)acetate BrC1=CC=C2CCC(C2=C1)(C#N)CC(=O)OCC